di(2-ethylhexylperoxy) dicarbonate C(=O)(OOOCC(CCCC)CC)OC(=O)OOOCC(CCCC)CC